FC1=CC=C2C(=CC=NC2=C1)N1CCN(CC1)C(=O)C1CCN(CC1)S(=O)(=O)C=1C=C(C=CC1)NC(C)=O N-(3-((4-(4-(7-fluoroquinolin-4-yl)piperazine-1-carbonyl)piperidin-1-yl)sulfonyl)phenyl)acetamide